(±)-Trans-N-(chrysen-6-yl)-2-(5-fluoropyridin-2-yl)-4-oxoazetidin-3-yl 4-methylbenzenesulfonate CC1=CC=C(C=C1)S(=O)(=O)O[C@H]1[C@@H](N(C1=O)C=1C=C2C=3C=CC=CC3C=CC2=C2C=CC=CC12)C1=NC=C(C=C1)F |r|